tert-butyl N-[3-cyano-1'-(5-cyano-2-hydroxy-pyrimidin-4-yl)spiro[6,7-dihydro-5H-benzothiophene-4,3'-azetidine]-2-yl]carbamate C(#N)C1=C(SC2=C1C1(CN(C1)C1=NC(=NC=C1C#N)O)CCC2)NC(OC(C)(C)C)=O